1-(3-methylpyridin-2-yl)-3-(4-methylphenyl)urea CC=1C(=NC=CC1)NC(=O)NC1=CC=C(C=C1)C